(5-(8-(cyclopentyloxy)-4-methylquinazolin-6-yl)-2-methoxypyridin-3-yl)-2,4-difluorobenzenesulfonamide C1(CCCC1)OC=1C=C(C=C2C(=NC=NC12)C)C=1C=C(C(=NC1)OC)C=1C(=C(C=CC1F)S(=O)(=O)N)F